O(CCN1CCOCC1)CCN1CCOCC1 (oxydi-2,1-ethanediyl)bis-morpholine